3-acetyl-N-[(2S)-1-[3-(3-chloro-4-cyanophenyl)pyrazol-1-yl]propan-2-yl]-1H-pyrazole-5-carboxamide C(C)(=O)C1=NNC(=C1)C(=O)N[C@H](CN1N=C(C=C1)C1=CC(=C(C=C1)C#N)Cl)C